tert-Butyl 9-(3-(1,3-dioxoisoindolin-2-yl)propyl)-3,9-diazaspiro[5.5]undecane-3-carboxylate O=C1N(C(C2=CC=CC=C12)=O)CCCN1CCC2(CCN(CC2)C(=O)OC(C)(C)C)CC1